1-bromo-3-(1-bromo-6,6-dimethyloct-7-yn-1-yl)benzene BrC1=CC(=CC=C1)C(CCCCC(C#C)(C)C)Br